N[C@@H](CO)[C@@H](CCCCCCCCCCCCCCCCCCCCCCC)O (2S,3R)-2-aminohexacosane-1,3-diol